CN(CCOC=1C=C(C=C(C1)C(F)(F)F)NC(C1=C(C=C(C=C1)C)F)=O)C N-(3-(2-(dimethylamino)ethoxy)-5-(trifluoromethyl)phenyl)-2-fluoro-4-methylbenzamide